CC=1C=C2C=CC(=NC2=NC1)Cl 6-methyl-2-chloro-1,8-naphthyridine